ethyl-3-ethyl-2-furanone C(C)C=1C(C(OC1)=O)CC